di(heptadec-9-yl)9-((2-oxaspiro[3.3]heptan-6-yl)amino)heptadecanedioic acid di(heptadec-9-yl) ester CCCCCCCCC(CCCCCCCC)OC(C(CCCCCCC(CCCCCCCC(=O)OC(CCCCCCCC)CCCCCCCC)NC1CC2(COC2)C1)(C(CCCCCCCC)CCCCCCCC)C(CCCCCCCC)CCCCCCCC)=O